C(#N)C1=C(SC2=C1C(=NC=C2F)C=2C1=C(C=3C=NC(=NC3C2F)N2C[C@H]([C@H](C2)O)N(C)CC)COC1)NC(OC(C)(C)C)=O tert-Butyl (3-cyano-4-(3-((3R,4S)-3-(ethyl(methyl)amino)-4-hydroxypyrrolidin-1-yl)-5-fluoro-7,9-dihydrofuro[3,4-f]quinazolin-6-yl)-7-fluorothieno[3,2-c]pyridin-2-yl)carbamate